C(C)(=O)C1=C(C2=C(N=C(N=C2)NC=2C=C3CCN(CC3=CC2)C(=O)OC(C)(C)C)N(C1=O)C1CCCC1)C tert-butyl 6-[(6-acetyl-8-cyclopentyl-5-methyl-7-oxo-pyrido[2,3-d]pyrimidin-2-yl)amino]-3,4-dihydro-1H-isoquinoline-2-carboxylate